NO[C@H](C(=O)OC(C)(C)C)[C@@H]1OC2=CC=C(C=C2CC1)C=1C=NN(C1)CCCNC(=O)OC(C)(C)C tert-butyl (S)-2-(aminooxy)-2-((R)-6-(1-(3-((tert-butoxycarbonyl)amino)-propyl)-1H-pyrazol-4-yl)chroman-2-yl)acetate